[1,1'-biphenyl]-2-carboxylic anhydride C=1(C(=CC=CC1)C(=O)OC(=O)C=1C(=CC=CC1)C1=CC=CC=C1)C1=CC=CC=C1